N-((3-fluoro-bicyclo[1.1.1]pent-1-yl)methyl)methylamine hydrochloride Cl.FC12CC(C1)(C2)CNC